C1CCC2=C(C=3CCCC3C=C12)NC(=O)N=[S@@](=O)(N)C1=CN=C(S1)[C@](COCCOC)(C)O (S)-N'-((1,2,3,5,6,7-hexahydro-s-indacen-4-yl)carbamoyl)-2-((R)-2-hydroxy-1-(2-methoxyethoxy)propan-2-yl)thiazole-5-sulfonimidamide